6-((4-(7H-pyrrolo[2,3-c]pyridazin-3-yl)piperidin-1-yl)sulfonyl)quinoline N1=NC(=CC2=C1NC=C2)C2CCN(CC2)S(=O)(=O)C=2C=C1C=CC=NC1=CC2